3-fluoro-5-isopropylpyridin-4-amine FC=1C=NC=C(C1N)C(C)C